CN(CCN(C1=CC=C(C=C1)N)C)C N1-(2-(dimethylamino)ethyl)-N1-methylbenzene-1,4-diamine